CC1=NOC(=C1C1=CC(=C2C=3N(C(COC31)C3=NC=CC=C3)C(N2)=O)C=2C(=NNC2)C)C 7-(3,5-dimethylisoxazol-4-yl)-9-(3-methyl-1H-pyrazol-4-yl)-4-pyridin-2-yl-4,5-dihydroimidazo[1,5,4-de][1,4]benzoxazin-2(1H)-one